4-Octyldodecane-1,4-diol C(CCCCCCC)C(CCCO)(CCCCCCCC)O